5-(4-Fluoro-1H-pyrazol-1-yl)-2-[3-(7-methyl-2,7-diazaspiro[3.5]non-2-yl)-1,2,4-triazin-6-yl]phenol FC=1C=NN(C1)C=1C=CC(=C(C1)O)C1=CN=C(N=N1)N1CC2(C1)CCN(CC2)C